rac-N-[(2S,3R,4S)-2-[([1,1'-biphenyl]-3-yl)methyl]-4-fluoro-1-(2-hydroxy-2-methylpropanoyl)pyrrolidin-3-yl]methane-sulfonamide C1(=CC(=CC=C1)C[C@@H]1N(C[C@@H]([C@@H]1NS(=O)(=O)C)F)C(C(C)(C)O)=O)C1=CC=CC=C1 |r|